5-(((3-methyl-2-oxa-8-azaspiro[4.5]decane-4-yl)amino)methyl)-1-oxoisoindoline CC1OCC2(C1NCC=1C=C3CNC(C3=CC1)=O)CCNCC2